(2S)-2-amino-N-[6-chloro-5-[3,5-dimethyl-1-(2-trimethylsilylethoxymethyl)pyrazol-4-yl]-2-pyridyl]-3,3-dicyclopropyl-propanamide hydrochloride Cl.N[C@H](C(=O)NC1=NC(=C(C=C1)C=1C(=NN(C1C)COCC[Si](C)(C)C)C)Cl)C(C1CC1)C1CC1